8-cyclopentyl-2-[5-(4-diethylamino-butylamino)-pyridin-2-ylamino]-6-hydroxymethyl-8H-pyrido[2,3-d]Pyrimidin-7-one C1(CCCC1)N1C(C(=CC2=C1N=C(N=C2)NC2=NC=C(C=C2)NCCCCN(CC)CC)CO)=O